(1R,2R)-3-(((1S,2R)-1-hydroxy-1-phenylpropan-2-yl)amino)-1-methoxy-2-methyl-3-oxopropane O[C@H]([C@@H](C)NC([C@@H](COC)C)=O)C1=CC=CC=C1